ClC1=C2C3=C(N=CN=C3C(=C1C1=C3C=NNC3=CC=C1F)F)N1[C@H](CO2)CN(CC1)C(=O)OC(C)(C)C tert-butyl (8aS)-6-chloro-4-fluoro-5-(5-fluoro-1H-indazol-4-yl)-8a,9,11,12-tetrahydropyrazino[2',1':3,4][1,4]oxazepino[5,6,7-de]quinazoline-10(8H)-carboxylate